2-hydrazino-4-methyl-5,7-dihydro-pyrrolo[3,4-d]pyrimidine-6-carboxylic acid tert-butyl ester C(C)(C)(C)OC(=O)N1CC=2N=C(N=C(C2C1)C)NN